rac-N-[2-(4-tert-butylpyrrolidin-2-yl)imidazo[1,2-a]pyrazin-6-yl]-1,3-dimethylindazole-6-carboxamide trifluoroacetate FC(C(=O)O)(F)F.C(C)(C)(C)C1CC(NC1)C=1N=C2N(C=C(N=C2)NC(=O)C2=CC=C3C(=NN(C3=C2)C)C)C1